CC1=CN(C=2N=CN=C(C21)C(=O)OC)C methyl 5,7-dimethyl-7H-pyrrolo[2,3-d]pyrimidine-4-carboxylate